4,6-dichloro-2-(1,1,1-trifluoropropan-2-yl)-1H-pyrrolo[3,4-c]pyridin-3(2H)-one ClC1=NC(=CC2=C1C(N(C2)C(C(F)(F)F)C)=O)Cl